FC(C(=O)O)(F)F.CC=1N=C(NC1C)C1=NC=CC(=C1)C=1C=NC=C(C1)C(=O)NCCC1CCOCC1 2'-(4,5-Dimethyl-1H-imidazol-2-yl)-N-(2-(tetrahydro-2H-pyran-4-yl)ethyl)-3,4'-bipyridine-5-carboxamide trifluoroacetate salt